C(C)(=O)C1=CC=CC2=CC=CC(=C12)C(C)=O 1,8-diacetylnaphthalene